CC1=C2C=CC(C2=C(C=C1)C)[Li] 4,7-dimethylindenyllithium